3',6'-dihydroxy-6-isothiocyanatospiro[2-benzofuran-3,9'-xanthene]-1-one OC=1C=CC=2C3(C4=CC=C(C=C4OC2C1)O)OC(C1=C3C=CC(=C1)N=C=S)=O